Cl.CNC(COC1CCNCC1)=O N-methyl-2-(piperidin-4-yloxy)acetamide hydrochloride